C(C)(=O)N1[C@@H](CCC1)C(=O)N[C@H](C(=O)NC=1C(N(C=CC1)CC(=O)NC1C2CC3CC(CC1C3)C2)=O)CCC(C(=O)NCC)=O (S)-2-((S)-1-acetylpyrrolidine-2-carboxamido)-N6-ethyl-N1-(1-(2-(2-adamantylamino)-2-oxoethyl)-2-oxo-1,2-dihydropyridin-3-yl)-5-oxohexanediamide